ethyl 3-(1-benzyl-3-fluoro-1H-pyrazole-5-carboxamido)-2,4-difluorobenzoate C(C1=CC=CC=C1)N1N=C(C=C1C(=O)NC=1C(=C(C(=O)OCC)C=CC1F)F)F